C1=NC=CC2=CC(=CC=C12)C=1N(C(C=2N(C1)N=CC2C2=CC(=NC=C2)C)=O)C 6-(isoquinolin-6-yl)-5-methyl-3-(2-methylpyridin-4-yl)pyrazolo[1,5-a]pyrazin-4(5H)-one